diethylene glycol mono-isopropyl ether C(C)(C)OCCOCCO